C(C)OCCN(CCC(C(=O)O)NC(C1=C(C=CC=C1)OC(F)(F)F)=O)CCCCC1=NC=2NCCCC2C=C1 4-[2-ethoxyethyl-[4-(5,6,7,8-tetrahydro-1,8-naphthyridin-2-yl)butyl]amino]-2-[[2-(trifluoromethoxy)benzoyl]amino]butanoic acid